E-10-methyl-6-methyleneundec-4,9-diene-1-yne CC(=CCCC(/C=C/CC#C)=C)C